CC=1C(OC2=CC=C(C=C2C1)C)=O methyl-6-methyl-coumarin